(5-((4-(5-aminopentyl)piperazin-1-yl)methyl)isoindolin-2-yl)(2,4-dihydroxy-5-isopropylphenyl)methanone NCCCCCN1CCN(CC1)CC=1C=C2CN(CC2=CC1)C(=O)C1=C(C=C(C(=C1)C(C)C)O)O